5'-bromo-4,4-difluoro-1'-methylspiro[cyclohexane-1,3'-indoline] BrC=1C=C2C3(CN(C2=CC1)C)CCC(CC3)(F)F